O[C@](CC(=O)NC1(CC1)C1=NC(=CC=C1)OCC(F)(F)F)(C)C1=C(C=C(C=C1F)F)F (S)-3-hydroxy-N-(1-(6-(2,2,2-trifluoroethoxy)pyridin-2-yl)cyclopropyl)-3-(2,4,6-trifluorophenyl)butanamide